N-(6-methyl-3-oxo-2,3-dihydro-1,2,4-triazin-4(5H)-yl)-2,3-dihydrobenzo[b][1,4]dioxine-6-sulfonamide CC=1CN(C(NN1)=O)NS(=O)(=O)C1=CC2=C(OCCO2)C=C1